C12(CC3CC(CC(C1)C3)C2)NCCCCCCCNC(=O)C2=NN(C(=C2C)C2=CC=C(C=C2)Cl)C2=C(C=C(C=C2)Cl)Cl N-(7-(((3s,5s,7s)-adamantan-1-yl)amino)heptyl)-5-(4-chlorophenyl)-1-(2,4-dichlorophenyl)-4-methyl-1H-pyrazole-3-carboxamide